C(C)(C)(C)C=1C=C(CN(C(CN(S(=O)(=O)C2=C(C(=C(C(=C2F)F)F)F)F)CC2=NC(=CC=C2)C(F)(F)F)=O)C2=C(C=C(C(=O)O)C=C2)OC)C=C(C1)C1CC1 4-(N-(3-(tert-butyl)-5-cyclopropylbenzyl)-2-(N-((6-(trifluoromethyl)pyridin-2-yl)methyl)-(2,3,4,5,6-pentafluoro-phenyl)sulfonamido)acetamido)-3-methoxybenzoic acid